NC1=NC=2C=NC(=CC2C2=C1COC2)C(=O)N([C@H](CF)C)CC2=NC=C(C=C2)C#N (S)-4-amino-N-((5-cyanopyridin-2-yl)methyl)-N-(1-fluoropropan-2-yl)-1,3-dihydrofuro[3,4-c][1,7]naphthyridine-8-carboxamide